BrC1=CC=C(C=C1)/N=N/C=1C=C2C=C(COC2=C(C1)OC)C(=O)OCC (E)-ethyl 6-((4-bromophenyl)diazenyl)-8-methoxy-2H-chromene-3-carboxylate